N-(3-carbamoyl-1-chloro-2-naphthyl)-2-(3-chloro-2-pyridyl)-5-(2,2,2-trifluoroethoxy)pyrazole-3-carboxamide C(N)(=O)C=1C(=C(C2=CC=CC=C2C1)Cl)NC(=O)C=1N(N=C(C1)OCC(F)(F)F)C1=NC=CC=C1Cl